tert-butyl (2R,5S)-4-(5-(azetidin-1-yl)-7-(3-fluorophenyl)-7H-pyrrolo[2,3-d]pyrimidin-4-yl)-2,5-dimethylpiperazine-1-carboxylate N1(CCC1)C1=CN(C=2N=CN=C(C21)N2C[C@H](N(C[C@@H]2C)C(=O)OC(C)(C)C)C)C2=CC(=CC=C2)F